(1R,2S)-1-[3-(3-fluorophenyl)-1,2,4-oxadiazol-5-yl]-2-methoxy-propan-1-amine hydrochloride Cl.FC=1C=C(C=CC1)C1=NOC(=N1)[C@@H]([C@H](C)OC)N